((1s,3s)-3-Hydroxy-3-methylcyclobutyl)(7-(3-isopropylphenyl)-7-methoxy-2-azaspiro[3.5]nonan-2-yl)methanon OC1(CC(C1)C(=O)N1CC2(C1)CCC(CC2)(OC)C2=CC(=CC=C2)C(C)C)C